NC=1OC[C@H]([C@@](N1)(C)C=1C=C(C=CC1F)\C=C(/F)\C1=NC=C(C#N)C=C1)OCC(F)(F)F |&1:4| 6-((Z)-2-(3-((4R,SR)-2-amino-4-methyl-5-(2,2,2-trifluoroethoxy)-5,6-dihydro-4H-1,3-oxazin-4-yl)-4-fluorophenyl)-1-fluorovinyl)nicotinonitrile